methyl 4-(3-bromophenoxy)butanoate BrC=1C=C(OCCCC(=O)OC)C=CC1